N1(N=NC2=C1C=CC=C2)C[C@@H](C(=O)O)NC(=O)OC(C)(C)C (S)-3-(1H-benzo[d][1,2,3]triazol-1-yl)-2-((tert-butoxycarbonyl)amino)propanoic acid